C1(CCCC1)OC[C@H](CO)NC(OCC1=CC=CC=C1)=O benzyl N-[(1S)-1-(cyclopentoxymethyl)-2-hydroxy-ethyl]carbamate